(R)-3-((1-(2-(2,4-difluorophenyl)-6-methyl-4-oxo-4H-chromen-8-yl)ethyl)amino)pyridinecarboxylic acid FC1=C(C=CC(=C1)F)C=1OC2=C(C=C(C=C2C(C1)=O)C)[C@@H](C)NC=1C(=NC=CC1)C(=O)O